2,7-dimethyl-oxepin CC=1OC(=CC=CC1)C